(R)-3-(2-hydroxy-4-(trifluoromethyl)phenyl)-4-methyl-8-(1-methylpiperidin-3-yl)-5,8-dihydropyrido[2,3-c]pyridazin-7(6H)-one OC1=C(C=CC(=C1)C(F)(F)F)C1=C(C2=C(N=N1)N(C(CC2)=O)[C@H]2CN(CCC2)C)C